Cl.[C@@H]12CNC[C@H]2C1NC=1C(=CN(C(C1)=O)C12CC(C1)C2)C(=O)N[C@H](C)C2=C(C(=CC=C2)C(F)F)F 4-(((1R,5s,6s)-3-azabicyclo[3.1.0]hex-6-yl)amino)-1-(bicyclo[1.1.1]pent-1-yl)-N-((R)-1-(3-(difluoromethyl)-2-fluorophenyl)ethyl)-6-oxo-1,6-dihydropyridine-3-carboxamide hydrochloride